2-(4-(((6-(cyclopropyl(1-(5-(trifluoromethyl)pyridin-2-yl)ethyl)amino)-5-fluoropyrimidin-4-yl)amino)methyl)piperidin-1-yl)acetamide C1(CC1)N(C1=C(C(=NC=N1)NCC1CCN(CC1)CC(=O)N)F)C(C)C1=NC=C(C=C1)C(F)(F)F